FC(C1(CC1)NC1CNCC1)(F)F N-[1-(trifluoromethyl)cyclopropyl]pyrrolidin-3-amine